N1(C=NC2=C1C=CC=C2)C=2C1=C(N=C(N2)NC2=CC=C(C=C2)N2CCN(CC2)C)N(C=C1)COCC[Si](C)(C)C 4-(1H-benzo[d]imidazol-1-yl)-N-(4-(4-methylpiperazin-1-yl)phenyl)-7-((2-(trimethylsilyl)ethoxy)methyl)-7H-pyrrolo[2,3-d]pyrimidin-2-amine